C(C)OC(C)OCC1CO1 2-[(1-ethoxyethoxy)methyl] ethylene oxide